[As]([O-])([O-])(=O)F Fluoroarsenate